N-(1-(bicyclo[3.1.0]hexane-3-yl)-7-fluoroindolin-5-yl)-2-(3,3-diethylazetidin-1-yl)-5-ethyl-oxazole-4-carboxamide C12CC(CC2C1)N1CCC2=CC(=CC(=C12)F)NC(=O)C=1N=C(OC1CC)N1CC(C1)(CC)CC